3-methyl-2,4-pentanediol ditrimethylphenylglyoxylate CC1=C(C(=C(C=C1)C(C(=O)OC(C)C(C(C)OC(C(=O)C1=C(C(=C(C=C1)C)C)C)=O)C)=O)C)C